4-aminobutan-1-yl(lysine) NCCCCN[C@@H](CCCCN)C(=O)O